azole-2-carboxamide N1C(=CC=C1)C(=O)N